(4R,10'S)-2-(2,2,2-trifluoroethyl)-5'-[(E)-3-[4-(trifluoromethyl)piperidin-1-yl]prop-1-enyl]spiro[1,2,5-thiadiazolidine-4,13'-tricyclo[8.2.1.03,8]trideca-3(8),4,6-triene] 1,1-dioxide FC(CN1S(N[C@]2(C3CC=4C=C(C=CC4C[C@@H]2CC3)\C=C\CN3CCC(CC3)C(F)(F)F)C1)(=O)=O)(F)F